OCCN(CCCCCCC(C(=O)OCCCCCCCCC)C)CCCCCCCC(=O)OC(CCCCCCCC)CCCCCCCC nonyl 8-{(2-hydroxyethyl)[7-(1-octylnonyloxycarbonyl)heptyl]amino}-2-methyloctanoate